1,1-dioxidotetrahydro-2H-thiopyran O=S1(CCCCC1)=O